BrC1=C(C=C(C(=N1)N1CCN(CC1)C(=O)OC(C)(C)C)OC)[N+](=O)[O-] tert-butyl 4-(6-bromo-3-methoxy-5-nitropyridin-2-yl)piperazine-1-carboxylate